C1(=CC=CC=C1)NC1=CC=C(C=C1)C1=CC2=C(N=C(O2)C2=CC=CC=C2)C=C1 N-phenyl-N-{4-(2-phenyl-benzoxazol-6-yl)-phenyl}-amine